NCC1=C(C=C(CN2C(NC3=C2C=CC=C3)=O)C=C1)Cl 1-(4-(aminomethyl)-3-chlorobenzyl)-1,3-dihydro-2H-benzo[d]imidazol-2-one